N-butyl-1-(4-(tributylsilyl)phenyl)-N-((4-(tributylsilyl)phenyl)(2-(trifluoromethyl)phenyl)phosphaneyl)-1-(2-(trifluoromethyl)phenyl)phosphanamine C(CCC)N(P(C1=C(C=CC=C1)C(F)(F)F)C1=CC=C(C=C1)[Si](CCCC)(CCCC)CCCC)P(C1=C(C=CC=C1)C(F)(F)F)C1=CC=C(C=C1)[Si](CCCC)(CCCC)CCCC